OC1CCC(CC1)C(C)(C)C1CCC(CC1)O dodecahydrobisphenol a